(4-methyl-2-pyridyl)-[4-[5-(trifluoromethyl)-1,2,4-oxadiazol-3-yl]phenyl]methanone CC1=CC(=NC=C1)C(=O)C1=CC=C(C=C1)C1=NOC(=N1)C(F)(F)F